C(CCCCCCCCCCCCCCCCC)(=O)O.C(C(C)O)O Propylene Glycol Mono-stearate